CN1C(=NC2=C1C=CC=C2)CCC2=CC=C(C=C2)C2=NN(C=C2C2=CC=NC=C2)C 1-Methyl-2-{2-[4-(1-methyl-4-pyridin-4-yl-1H-pyrazol-3-yl)-phenyl]-ethyl}-1H-benzoimidazole